ClC1=NC(=C2N=CN(C2=N1)C1CCCCC1)Cl 2,6-dichloro-9-cyclohexyl-9H-purine